(R,Z)-3-((3-butyl-5-isopropyl-2-methyl-7-(methylthio)-1,1-dioxido-2,3,4,5-tetrahydrobenzo[f][1,2,5]thiadiazepin-8-yl)oxy)-2-fluoroacrylic acid C(CCC)[C@H]1N(S(C2=C(N(C1)C(C)C)C=C(C(=C2)O\C=C(\C(=O)O)/F)SC)(=O)=O)C